3-cyclopropyl-1-((3,3-difluorocyclopentyl)methyl)-4-(difluoromethyl)-1H-pyrazole C1(CC1)C1=NN(C=C1C(F)F)CC1CC(CC1)(F)F